N'-(9H-fluorene-9-ylidenedi-4,1-phenylene)bis[1,3-dihydro-1,3-dioxo-5-isobenzofurancarboxamide] C1=CC=CC=2C3=CC=CC=C3C(C12)(C1=CC=C(C=C1)C1=C2C(OC(C2=CC=C1C(=O)N)=O)=O)C1=CC=C(C=C1)C1=C2C(OC(C2=CC=C1C(=O)N)=O)=O